CC1=C(C=C(C=C1)NC(=O)C1=NC=CC(=C1)C(F)(F)F)C1=NC=2C=NC(=NC2N2C1=NCC2)NC N-(4-methyl-3-(2-(methylamino)-8,9-dihydroimidazo[2,1-h]pteridin-6-yl)phenyl)-4-(trifluoromethyl)pyridineamide